2-(2,4-Difluorobenzyl)-2,6-dihydropyrrolo[3,4-c]pyrazole-5(4H)-carboxylic acid tert-butyl ester C(C)(C)(C)OC(=O)N1CC2=NN(C=C2C1)CC1=C(C=C(C=C1)F)F